1-benzyl-6-(3,5-dimethylisoxazol-4-yl)-N-ethyl-1H-imidazo[4,5-b]pyridin-2-amine C(C1=CC=CC=C1)N1C(=NC2=NC=C(C=C21)C=2C(=NOC2C)C)NCC